FC(C1=NN=C(O1)C=1C=CC(=NC1)CN1C(N(C2=C1C=CC=C2)C2CCN(CC2)C)=O)F 1-((5-(5-(difluoromethyl)-1,3,4-oxadiazol-2-yl)pyridin-2-yl)methyl)-3-(1-methylpiperidin-4-yl)-1,3-dihydro-2H-benzo[d]imidazol-2-one